OC1CCC(CC1)NC1=NC=CC(=N1)C#N 2-(((1s,4s)-4-hydroxycyclohexyl)amino)pyrimidine-4-carbonitrile